8-(trifluoromethyl)pyrido[2,3-f]Quinazoline FC(C1=NC2=CC=C3C(=C2C=N1)N=CC=C3)(F)F